CC(C)(C)[Si](OC1CCC(CC1)C=1C=C(N(N1)C(C)(C)C)NC=1C=CC2=C(CCS2(=O)=O)C1)(C1=CC=CC=C1)C1=CC=CC=C1 5-({5-[(1s,4s)-4-{[(2-methylprop-2-yl)diphenylsilyl]oxy}cyclohexyl]-2-(2-methylprop-2-yl)pyrazol-3-yl}amino)-2,3-dihydro-1λ6-benzothiophene-1,1-dione